C([2H])([2H])([2H])NC=1N=C2C(=NC1)NC=CC2=O 2-[(methyl-d3)amino]-8-oxo-5H,8H-pyrido[2,3-b]pyrazin